The molecule is an ocimene that consists of octa-2,4,6-triene bearing methyl substituents at positions 2 and 6 (the 4E,6E-isomer). It has a role as a semiochemical. C/C=C(\\C)/C=C/C=C(C)C